(+/-)-((cis)-4-amino-2-methylpyrrolidin-1-yl)(2-(1-ethyl-1H-indol-2-yl)-1-methyl-1H-benzo[d]imidazol-5-yl)methanone N[C@@H]1C[C@@H](N(C1)C(=O)C1=CC2=C(N(C(=N2)C=2N(C3=CC=CC=C3C2)CC)C)C=C1)C |r|